FC1=CC=C(C=C1)C1=NC(=NC(=N1)C1=C(C(=C(C(=C1[2H])[2H])[2H])[2H])[2H])C1=C(C(=C(C(=C1[2H])[2H])[2H])[2H])[2H] 2-(4-fluorophenyl)-4,6-bis(phenyl-d5)-1,3,5-triazine